ClC1=C(CCNC(=O)[C@]2(C=3C=CC=NC3[C@]3(CC2)OC3)F)C=CC(=C1)Cl (2S,5'S)-N-(2,4-dichloro-phenethyl)-5'-fluoro-6',7'-dihydro-5'H-spiro[oxirane-2,8'-quinoline]-5'-carboxamide